((S)-1-((S)-4-benzyl-4,5-dihydrooxazol-2-yl)-2-methylpropyl)carbamic acid tert-butyl ester C(C)(C)(C)OC(N[C@@H](C(C)C)C=1OC[C@@H](N1)CC1=CC=CC=C1)=O